BrC1=CC(=C(C(=C1)F)C1=NC2=C(N1C[C@H]1CN(CCO1)C(=O)OC(C)(C)C)C=CC(=C2)C)Cl tert-butyl (S)-2-((2-(4-bromo-2-chloro-6-fluorophenyl)-5-methyl-1H-benzo[d]imidazol-1-yl)methyl)morpholine-4-carboxylate